CC(C(=O)OCC(CN1CCC(CC1)NC1=C2C=C(N(C2=CC=C1)CC(F)(F)F)I)O)C [2-hydroxy-3-[4-[[2-iodo-1-(2,2,2-trifluoroethyl)indol-4-yl]amino]-1-piperidyl]propyl] 2-methylpropanoate